6-(benzylthio)-8-fluoro-2-methylquinazoline-4-carbonyl chloride C(C1=CC=CC=C1)SC=1C=C2C(=NC(=NC2=C(C1)F)C)C(=O)Cl